O[C@]1(CCN(CC12CCCC2)C(=O)N2[C@@H](CNCC2)C2=CC=CC=C2)CN2C=NC(=CC2=O)N2CCCCC2 3-(((S)-10-Hydroxy-7-((R)-2-phenylpiperazine-1-carbonyl)-7-aza-spiro[4.5]decan-10-yl)methyl)-6-(piperidin-1-yl)pyrimidin-4(3H)-one